4,4,4-trifluorobutan-2-one FC(CC(C)=O)(F)F